C(#N)C1=CC=C(OC(C(=O)NC=2SC3=C(N2)C=C(C(=C3)OC)OC)C3=CC=C(C=C3)C(=O)N3CCNCC3)C=C1 2-(4-Cyano-phenoxy)-N-(5,6-dimethoxy-benzothiazol-2-yl)-2-[4-(piperazine-1-carbonyl)-phenyl]-acetamide